FC=1C=C(C=CC1)C1=CN=C2C(=N1)C=CN=C2NCC2=CC=C(C=C2)C2=CC(=NC=C2)C 2-(3-fluorophenyl)-N-(4-(2-methylpyridin-4-yl)benzyl)pyrido[4,3-b]pyrazin-5-amine